N1(CCCC1)CCCNC=O Formic acid (3-pyrrolidin-1-ylpropyl) amide